C(=C(F)F)(OC(F)(F)F)F Trifluoromethyltrifluorovinyl ether